CC=1N(C2=CC=CC(=C2C1)N1C(NC(CC1)=O)=O)C1CC2(C1)CCNCC2 1-(2-Methyl-1-(7-azaspiro[3.5]nonan-2-yl)-1H-indol-4-yl)dihydropyrimidine-2,4(1H,3H)-dione